2-Chloro-N-{2-[4-(difluoromethyl)-1,3-thiazol-5-yl]-2-[4-({pyrazolo[1,5-a]pyrimidin-5-yloxy}methyl)piperidin-1-yl]ethyl}-6-fluorobenzamide ClC1=C(C(=O)NCC(N2CCC(CC2)COC2=NC=3N(C=C2)N=CC3)C3=C(N=CS3)C(F)F)C(=CC=C1)F